[NH4+].CC(CC)S(=O)(=O)[O-] 1-methyl-1-propanesulfonic acid ammonium salt